Ethyl 1-(3,3-diethoxypropyl)-1H-pyrazole-5-carboxylate C(C)OC(CCN1N=CC=C1C(=O)OCC)OCC